CC1=C(C=CC=C1B1OC(C(O1)(C)C)(C)C)CC#N 2-(2-Methyl-3-(4,4,5,5-tetramethyl-1,3,2-dioxaborolan-2-yl)phenyl)acetonitrile